ethyl (2-acetamido-2-deoxy-4-O-methyl-α-L-altropyranosyluronic acid)-(1→3)-2-acetamido-4-amino-2,4,6-trideoxy-β-D-galactopyranoside C(C)(=O)N[C@H]1[C@@H](O[C@H]([C@@H]([C@@H]1O)OC)C(=O)O)O[C@@H]1[C@H]([C@H](OCC)O[C@@H]([C@@H]1N)C)NC(C)=O